7-(1-((2R,5S)-2,5-diethylpiperazin-1-yl)ethyl)-2-methylquinoxaline C(C)[C@H]1N(C[C@@H](NC1)CC)C(C)C1=CC=C2N=CC(=NC2=C1)C